potassium tertbutyl alcohol C(C)(C)(C)O.[K]